C12(CC(C1)C2)N2C(C(N(C=C2)CC=2N=NC(=CC2)C2=CC(=CC=C2)F)=O)=O 1-(bicyclo[1.1.1]pentan-1-yl)-4-((6-(3-fluorophenyl)pyridazin-3-yl)methyl)-1,4-dihydropyrazine-2,3-dione